dicyclopentadiene acrylate (dicyclopentenyl-acrylate) C1(=CCCC1)C(=CC(=O)O)C1=CCCC1.C(C=C)(=O)O.C1=CC=CC1.C1=CC=CC1